6-chloro-N-(4-(piperidin-1-ylsulfonyl)benzyl)-1H-benzo[d]imidazole-1-carboxamide ClC=1C=CC2=C(N(C=N2)C(=O)NCC2=CC=C(C=C2)S(=O)(=O)N2CCCCC2)C1